(R)-N-(8-fluoro-2,7-dimethylimidazo[1,2-a]pyridin-6-yl)-5-(3-(methylamino)pyrrolidin-1-yl)pyrazine-2-carboxamide FC=1C=2N(C=C(C1C)NC(=O)C1=NC=C(N=C1)N1C[C@@H](CC1)NC)C=C(N2)C